1,2-diiodoperfluoroethane Ethyl-6-bromo-3-[(3S)-4-[(S)-tert-butylsulfinyl]imino-3-methyl-2-oxa-8-azaspiro[4.5]decan-8-yl]-5-methyl-pyrazine-2-carboxylate C(C)OC(=O)C1=NC(=C(N=C1N1CCC2(C([C@@H](OC2)C)=N[S@@](=O)C(C)(C)C)CC1)C)Br.IC(C(I)(F)F)(F)F